8-methyl-3-(trifluoromethyl)-7-vinyl-[1,2,4]triazolo[4,3-a]pyridine CC=1C=2N(C=CC1C=C)C(=NN2)C(F)(F)F